BrCC(=O)C1=CC(=C(C(=O)OC)C=C1)F methyl 4-(2-bromoacetyl)-2-fluorobenzoate